CC=1C=C(C=2C=CNC2C1)B1OC(C)(C)C(C)(C)O1 6-methyl-4-indoleboronic acid pinacol ester